C1(CC1)[C@@H](C(=O)OCC1=CC=CC=C1)O Benzyl (S)-2-cyclopropyl-2-hydroxyacetate